ClC1=CC=C2C(=N1)N(C=C2C=2C(=NC=C(C2OCC)F)OC)COCC[Si](C)(C)C 3-(6-chloro-1-[[2-(trimethylsilyl)ethoxy]methyl]pyrrolo[2,3-b]pyridin-3-yl)-4-ethoxy-5-fluoro-2-methoxypyridine